N1(CCCC1)C(CC1OC(C2=CC=CC=C12)=O)CC 3-(2-(pyrrolidinyl)butyl)-1(3H)-isobenzofuranone